ClC1=NC=C(C(=C1)C1=C(C=NC(=C1)C)C(=O)NC=1SC(=NN1)OC[C@H]1OC[C@@H](OC1)CO)OC |o1:24,27| rel-2'-chloro-N-(5-(((2s,5s)-5-(hydroxymethyl)-1,4-dioxan-2-yl)methoxy)-1,3,4-thiadiazol-2-yl)-5'-methoxy-6-methyl-(4,4'-bipyridyl)-3-carboxamide